NC=1C=2N(C(=CN1)OCC)C(=NC2C2=CC=C(CNC(C1=C(C=CC=C1)OC)=O)C=C2)C2CCC(CC2)O N-{4-[8-amino-5-ethoxy-3-(4-hydroxy-cyclohexyl)-imidazo[1,5-a]pyrazin-1-yl]-benzyl}-2-methoxy-benzamide